4-((2-(Cyclopropylsulfonamido)phenyl)amino)-N-ethoxy-6-((6-fluoropyridin-2-yl)amino)nicotinamide C1(CC1)S(=O)(=O)NC1=C(C=CC=C1)NC1=CC(=NC=C1C(=O)NOCC)NC1=NC(=CC=C1)F